NC=1C(NC2=CC(=C(N=C2C1C1=C2C=NNC2=C(C=C1)F)Br)C1CC1)=O 3-Amino-6-bromo-7-cyclopropyl-4-(7-fluoro-1H-indazol-4-yl)-1,5-naphthyridin-2(1H)-one